(rac)-2'-[6-amino-5-(trifluoromethoxy)pyridin-3-yl]-N-[2-(3-fluorophenyl)propan-2-yl]-5',6'-dihydrospiro[pyrrolidine-3,4'-pyrrolo[1,2-b]pyrazole]-1-carboxamide NC1=C(C=C(C=N1)C=1C=C2N(N1)CC[C@]21CN(CC1)C(=O)NC(C)(C)C1=CC(=CC=C1)F)OC(F)(F)F |r|